(S)-4-(4-(4-(((S)-2,6-dioxopiperidin-3-yl)amino)-2-fluorophenyl)piperazin-1-yl)-3,3-difluoropiperidine O=C1NC(CC[C@@H]1NC1=CC(=C(C=C1)N1CCN(CC1)[C@@H]1C(CNCC1)(F)F)F)=O